diphenyl-[4-(triphenylsilyl)phenyl]phosphine oxide C1(=CC=CC=C1)P(C1=CC=C(C=C1)[Si](C1=CC=CC=C1)(C1=CC=CC=C1)C1=CC=CC=C1)(C1=CC=CC=C1)=O